6-chloro-9H-pyrido[2,3-b]indole ClC=1C=C2C3=C(NC2=CC1)N=CC=C3